3,5-di-tert-butyl-4-hydroxyphenyl-propionic acid isooctyl ester C(CCCCC(C)C)OC(C(C)C1=CC(=C(C(=C1)C(C)(C)C)O)C(C)(C)C)=O